C(C)(=O)C=1C=C(C=C2C(N(C(=NC12)N1CC2=CC=CC=C2C1)C1CC(OCC1)(C)C)=O)C 8-Acetyl-3-(2,2-dimethyltetrahydro-2H-pyran-4-yl)-2-(isoindolin-2-yl)-6-methylquinazolin-4(3H)-one